4-(trifluoromethyl)-6,7-dihydro-5H-cyclopenta[b]pyridin-5-yl methanesulfonate CS(=O)(=O)OC1CCC2=NC=CC(=C21)C(F)(F)F